5-({[4-(Aminomethyl)phenyl]methyl}(methyl)amino)-1-(2-fluorobenzoyl)-3-[1-(pyrrolidin-1-sulfonyl)-3-(trifluoromethyl)piperazin-2-yl]-1H-pyrazol-4-carbonitril NCC1=CC=C(C=C1)CN(C1=C(C(=NN1C(C1=C(C=CC=C1)F)=O)C1N(CCNC1C(F)(F)F)S(=O)(=O)N1CCCC1)C#N)C